2-Cyanomalonic acid C(#N)C(C(=O)O)C(=O)O